COC1=NC=CC(=C1)N1C2=NC(=NC(=C2N=C1)N/N=C/C1=CC(=CC=C1)C)N1CCOCC1 (E)-4-(9-(2-methoxypyridin-4-yl)-6-(2-(3-methylbenzylidene)hydrazinyl)-9H-purin-2-yl)morpholine